Benzo[kl]thioxanthene-3,4-dicarboximide C1=CC2=C3C(=CC=C4SC=5C=CC=CC5C1=C34)C(NC2=O)=O